potassium 4-(N-methyl-N-tertbutyloxycarbonylamino)-pyridin CN(C(=O)OC(C)(C)C)C1=CC=NC=C1.[K]